Cl.BrC1=CC=CC=2C=3N(C(=NC12)N[C@H](C)C(=O)NCCN1CCNCC1)N=C(N3)C=3C=NN(C3)C N2-[7-bromo-2-(1-methyl-1H-pyrazol-4-yl)[1,2,4]triazolo[1,5-c]quinazolin-5-yl]-N-[2-(piperazin-1-yl)ethyl]-D-alaninamide hydrogen chloride